(2S)-N-[5-(2,4-difluorophenoxy)pyrazin-2-yl]-2-[3,3-dimethyl-4-(6-methyl-5-oxo-4H-pyrazine-2-carbonyl)piperazin-1-yl]propenamide methyl-5-methoxy-6-methylpyrazine-2-carboxylate COC(=O)C1=NC(=C(N=C1)OC)C.FC1=C(OC=2N=CC(=NC2)NC(C(=C)N2CC(N(CC2)C(=O)C=2N=C(C(NC2)=O)C)(C)C)=O)C=CC(=C1)F